NC1=NC2=C(N1C1=C(C=C(C(=C1)C)C)O)C=CC=C2 2-(2-Amino-1H-benzo[D]imidazol-1-yl)-4,5-dimethylphenol